4-{[(5-fluoropyridin-2-yl)oxy[methyl]piperidin-1-yl]ethyl}-6-fluorobenzamide FC=1C=CC(=NC1)OC1(N(CCCC1)CCC1=CC=C(C(=O)N)C(=C1)F)C